FC(C)(F)C1=CC=C(C=N1)C1=C(C(=O)O)C=C(C=C1)NC(=O)C1(CC1)C1=C(C=C(C=C1)C)F 2-[6-(1,1-Difluoroethyl)pyridin-3-yl]-5-({[1-(2-fluoro-4-methylphenyl)cyclopropyl]carbonyl}amino)benzoic acid